4-isopropyl-5-(8-methyl-[1,2,4]triazolo[1,5-a]pyridin-6-yl)-N-((1s,4s)-4-(pent-3-ylamino)cyclohexyl)-1H-pyrazole-3-carboxamide C(C)(C)C=1C(=NNC1C=1C=C(C=2N(C1)N=CN2)C)C(=O)NC2CCC(CC2)NC(CC)CC